FC1(C(CN(CC1)[C@H](C(=O)NC=1SC2=C(N1)C=C1C(=C2)OCCO1)C)C1=CNC(C=C1)=O)F (2S)-2-(4,4-difluoro-3-(6-oxo-1,6-dihydropyridin-3-yl)piperidin-1-yl)-N-(6,7-dihydro-[1,4]dioxino[2',3':4,5]benzo[1,2-d]thiazol-2-yl)propanamide